tert-butyl 2-(4-amino-5-fluoropyridin-2-yl)morpholine-4-carboxylate NC1=CC(=NC=C1F)C1CN(CCO1)C(=O)OC(C)(C)C